tert-butyl N-[(1R)-8-azaspiro[4.5]decan-1-yl]carbamate [C@H]1(CCCC12CCNCC2)NC(OC(C)(C)C)=O